1-Cyclopropyl-2-(4-(methylamino)pyrimidin-5-yl)-1H-benzo[d]imidazol-6-carbonitril C1(CC1)N1C(=NC2=C1C=C(C=C2)C#N)C=2C(=NC=NC2)NC